bis(3,5-dimethyl-2-hydroxyphenyl) ketone CC=1C(=C(C=C(C1)C)C(=O)C1=C(C(=CC(=C1)C)C)O)O